(2R)-1-(benzyloxy)-3-[4-(morpholin-4-yl) phenyl]-1-oxopropan-2-yl-(2S)-2-[[(tert-butoxy) carbonyl] (methyl) amino]-4-fluoro-4-methylvalerate C(C1=CC=CC=C1)OC([C@@H](CC1=CC=C(C=C1)N1CCOCC1)OC([C@H](CC(C)(C)F)N(C)C(=O)OC(C)(C)C)=O)=O